tert-butyl 7-fluoro-2-((4-methoxybenzyl)thio)-4-(2H-1,2,3-triazol-2-yl)-5-(trifluoromethyl)-1H-indole-1-carboxylate FC=1C=C(C(=C2C=C(N(C12)C(=O)OC(C)(C)C)SCC1=CC=C(C=C1)OC)N1N=CC=N1)C(F)(F)F